C1(CCCCC1)NCCCS(=O)(=O)O 3-(cyclohexyl-amino)-1-propanesulfonic acid